CC1=C(C=NC=2OCCN(C21)C(=O)OC(C)(C)C)N2CC1=CC(=NC=C1CC2)NC=2C=C1CN(CC1=CC2)C tert-butyl 8-methyl-7-{7-[(2-methyl-2,3-dihydro-1H-isoindol-5-yl)amino]-1,2,3,4-tetrahydro-2,6-naphthyridin-2-yl}-1H,2H,3H-pyrido[2,3-b][1,4]oxazine-1-carboxylate